C1(CC1)CC1=C(C(=NN1C=1SC=C(N1)C(=O)O)C1=NC(=CC=C1)C1=CC=C(C=C1)C(C)C)CC1=CC(=C(C=C1)S(N)(=O)=O)F 2-[5-(cyclopropylmethyl)-4-[(3-fluoro-4-sulfamoylphenyl)methyl]-3-[6-(4-isopropylphenyl)pyridin-2-yl]pyrazol-1-yl]-1,3-thiazole-4-carboxylic acid